3-(bromomethyl)-1-phenyl-1H-benzo[g]indazol-5-ol BrCC1=NN(C2=C3C(=C(C=C12)O)C=CC=C3)C3=CC=CC=C3